FC=1C=NNC1S(=O)(=O)C(C)C 4-fluoro-5-(isopropylsulfonyl)-1H-pyrazole